bistrifluoromethyl-coumarin FC(F)(F)C1=C(C(OC2=CC=CC=C12)=O)C(F)(F)F